4-[3-[2-Chloro-4-(6-methoxy-2-azaspiro[3.3]heptan-2-yl)benzoyl]-2,4-dihydro-1,3-benzoxazin-8-yl]-5-fluoro-2-(3-oxa-8-azabicyclo[3.2.1]oct-8-yl)benzoic acid ClC1=C(C(=O)N2COC3=C(C2)C=CC=C3C3=CC(=C(C(=O)O)C=C3F)N3C2COCC3CC2)C=CC(=C1)N1CC2(C1)CC(C2)OC